OC1=CC=C(C=C1)P(O)(O)=O p-hydroxyphenyl-Phosphonic acid